N1,N1-dimethyl-N3-(2-(1-(1-methylpiperidin-4-yl)-1H-pyrazol-4-yl)quinolin-4-yl)propane-1,3-diamine CN(CCCNC1=CC(=NC2=CC=CC=C12)C=1C=NN(C1)C1CCN(CC1)C)C